2-(methylcarboxy)pyridine-5-boronic acid pinacol ester COC(=O)C1=NC=C(C=C1)B1OC(C)(C)C(C)(C)O1